C(CCCCCCCCCC)C(C(=O)O)=C.OCC(CO)(CO)CO.OCC(CO)(CO)CO.OCC(CO)(CO)CO.OCC(CO)(CO)CO.OCC(CO)(CO)CO pentapentaerythritol undecyl-acrylate